C(=O)O.O1C(CNCNC(CCCCCCCCC1)=O)=O 1-oxa-4,6-diazacyclohexadecane-2,7-dione formate